ClC=1C(=C(C=CC1C1=C(N=C(S1)C=1OC(=NN1)C(C)(C)O)C(=O)N1CCC(CC1)(F)F)S(=O)(=O)N(CC(F)(F)F)C)F 3-chloro-4-(4-(4,4-difluoropiperidine-1-carbonyl)-2-(5-(2-hydroxypropan-2-yl)-1,3,4-oxadiazol-2-yl)thiazol-5-yl)-2-fluoro-N-methyl-N-(2,2,2-trifluoroethyl)benzenesulfonamide